ClC=1C(=CC(=NC1)OC)C1=CC(=NN1)C(=O)N1CCC(CC1)(C(=O)NCC1=CC(=CC=C1)Cl)OC 1-[5-(5-chloro-2-methoxypyridin-4-yl)-1H-pyrazole-3-carbonyl]-N-[(3-chlorophenyl)methyl]-4-methoxypiperidine-4-carboxamide